C(C1=CC=CC=C1)OC(=C)C1=CC=CC=C1 alpha-(benzyloxy)styrene